C1=CC2=CC3=C(C(=C2C(=C1)F)F)C(=C(C(=C3F)F)F)F hexafluoro-anthracene